P(=O)([O-])([O-])[O-].[Al+3].[Fe+2].[Ca+2] calcium-iron-aluminium phosphate